4-((2S,5S)-9-chloro-2,3,4,5-tetrahydro-2,5-methanopyrido[3,4-f][1,4]oxazepine-4-carbonyl)bicyclo[2.1.1]hexane-1-carbonitrile ClC1=CN=CC=2[C@H]3N(C[C@@H](OC21)C3)C(=O)C32CCC(C3)(C2)C#N